ClC=1C=C2C=C(C(N(C2=NC1C1=C(C=CC=C1)F)C=1C(=NC=CC1C)C(C)C)=O)C#N 6-chloro-7-(2-fluorophenyl)-1-(2-isopropyl-4-methylpyridin-3-yl)-2-oxo-1,2-dihydro-1,8-naphthyridine-3-carbonitrile